ClC1=CC=C(C(=N1)C(=O)O)N[C@H](C)C1=C2N=C(C(=NC2=CC(=C1)C)C#N)N1CCN(CC1)C1=C(C=CC=C1C)C (R)-6-chloro-3-((1-(2-cyano-3-(4-(2,6-dimethylphenyl)piperazin-1-yl)-7-methylquinoxalin-5-yl)ethyl)amino)picolinic acid